BrC1=C(C=CC=C1)[Se][Se]C1=C(C=CC=C1)Br 1,2-bis(2-bromophenyl)diselane